C(CCCCCCC)NC(=O)N(CCCCC)CCCCC N-octyl-N',N'-dipentylurea